(E)-2-fluoro-N-(2-methoxy-5-(4-(4-(4-oxopent-2-enoyl)piperazin-1-yl)quinazolin-4-yl)pyridin-3-yl)-4-(trifluoromethyl)benzenesulfonamide FC1=C(C=CC(=C1)C(F)(F)F)S(=O)(=O)NC=1C(=NC=C(C1)C1(NC=NC2=CC=CC=C12)N1CCN(CC1)C(\C=C\C(C)=O)=O)OC